(S)-1-(5-cyano-2-methoxyphenyl)-3-(isoquinolin-4-yl)-2-oxoimidazoline-4-carbonitrile C(#N)C=1C=CC(=C(C1)N1C(N([C@@H](C1)C#N)C1=CN=CC2=CC=CC=C12)=O)OC